(S)-1-((S)-1-(2-((R)-1-Amino-2-((1,1,1-trifluoro-2-methylpropan-2-yl)oxy)ethyl)imidazo[1,2-b]pyridazin-7-yl)-2-methoxyethyl)-4-methyl-4-(trifluoromethyl)imidazolidin-2-one N[C@@H](COC(C(F)(F)F)(C)C)C=1N=C2N(N=CC(=C2)[C@@H](COC)N2C(N[C@@](C2)(C(F)(F)F)C)=O)C1